6-[5-[2-[[6-(azetidin-3-yloxy)-4-fluoro-2,3-dihydro-1H-inden-2-yl]methylamino]ethyl]-2-oxo-1,3-oxazolidin-3-yl]-4H-pyrido[3,2-b][1,4]oxazin-3-one N1CC(C1)OC1=CC(=C2CC(CC2=C1)CNCCC1CN(C(O1)=O)C=1C=CC=2OCC(NC2N1)=O)F